2-chloro-1-{6-[(2,4-difluorophenyl)methyl]-5-(hydroxymethyl)-3,3-dimethyl-1H,2H,3H-pyrrolo[3,2-b]pyridin-1-yl}ethan-1-one ClCC(=O)N1CC(C2=NC(=C(C=C21)CC2=C(C=C(C=C2)F)F)CO)(C)C